5-((4-(Cyclopentylamino)-5-methylpyrimidin-2-yl)amino)-7-methylbenzo[c][1,2]oxaborol-1(3H)-ol C1(CCCC1)NC1=NC(=NC=C1C)NC1=CC2=C(B(OC2)O)C(=C1)C